OCCN1CC2=CC=CC=C2C1 N-(2-hydroxyethyl)isoindoline